NC1=C(C=C(C(=O)OC)C=C1)N[C@@H]1COC[C@@H]1OCC(F)F |r| racemic-methyl 4-amino-3-(((3R,4R)-4-(2,2-difluoroethoxy)tetrahydrofuran-3-yl)amino)benzoate